FC1=CN=C(C2=CC=CC(=C12)[N+](=O)[O-])C 4-Fluoro-1-methyl-5-nitroisoquinoline